2-((dimethylamino)methyl)-7-(3-fluoro-4-methylphenyl)-N-(isoquinolin-6-yl)-5-methyl-4,7-dihydropyrazolo[1,5-a]pyrimidine-6-carboxamide CN(C)CC1=NN2C(NC(=C(C2C2=CC(=C(C=C2)C)F)C(=O)NC=2C=C3C=CN=CC3=CC2)C)=C1